C1=NC(=CC2=CC=CC=C12)NC1=C2C(=NN1C)CN(C2)C#N 3-(isoquinolin-3-ylamino)-2-methyl-2,6-dihydropyrrolo[3,4-c]pyrazole-5(4H)-carbonitrile